FC(C1=NN(C(=C1)C(F)F)CC(=O)N1CCC(CC1)C=1SC=C(N1)C1=NOC(C1)C1=C(C=CC=C1)OCC#C)F 2-[3,5-bis(difluoro-methyl)-1H-pyrazol-1-yl]-1-[4-(4-{5-[2-(prop-2-yn-1-yloxy)phenyl]-4,5-dihydro-1,2-oxazol-3-yl}-1,3-thiazol-2-yl)piperidin-1-yl]ethanone